ClC1=CC=C(C(=N1)OC)NS(=O)(=O)C1=CNC2=CC(=CC=C12)C(F)F N-(6-chloro-2-methoxypyridin-3-yl)-6-(difluoromethyl)-1H-indole-3-sulfonamide